N-(1-hydroxy-2-(8-(4-(trifluoromethyl)phenyl)imidazo[1,2-a]pyrazin-6-yl)propan-2-yl)acrylamide OCC(C)(C=1N=C(C=2N(C1)C=CN2)C2=CC=C(C=C2)C(F)(F)F)NC(C=C)=O